N-((8-(4-(trifluoromethyl)phenyl)imidazo[1,2-a]pyrazin-6-yl)methyl)picolinamide FC(C1=CC=C(C=C1)C=1C=2N(C=C(N1)CNC(C1=NC=CC=C1)=O)C=CN2)(F)F